(5,8-difluoroquinazolin-4-yl)-{2-[2-fluoro-4-(4-trifluoromethylpyridin-2-yloxy)phenyl]ethyl}amine FC1=C2C(=NC=NC2=C(C=C1)F)NCCC1=C(C=C(C=C1)OC1=NC=CC(=C1)C(F)(F)F)F